tert-butyl (1R,4R,5S)-5-(2-((R)-1-aminoethyl)-8-(2-cyanoethyl)-7-(2,3-dichlorophenyl)-6-fluoro-4-methyl-1H-pyrrolo[3,2-c]quinolin-1-yl)-2-azabicyclo[2.1.1]hexane-2-carboxylate N[C@H](C)C1=CC=2C(=NC=3C(=C(C(=CC3C2N1[C@H]1[C@H]2CN([C@@H]1C2)C(=O)OC(C)(C)C)CCC#N)C2=C(C(=CC=C2)Cl)Cl)F)C